1-((5-Chloro-1-methyl-3-(pyridin-3-yl)-1H-pyrazol-4-yl)methyl)-N-isopentylazepan-3-amine ClC1=C(C(=NN1C)C=1C=NC=CC1)CN1CC(CCCC1)NCCC(C)C